C(C1=CC=CC=C1)OC1=NC=CC(=C1Br)C(=O)NC1CC=CC1 2-(benzyloxy)-3-bromo-N-(cyclopent-3-en-1-yl)pyridine-4-carboxamide